N1(CCOCC1)C1=CC(=NC=C1)NC1=NC=NC2=CC(=C(C=C12)NC(CCCC(=O)OC)=O)OC methyl 5-((4-((4-morpholinylpyridin-2-yl) amino)-7-methoxyquinazolin-6-yl) amino)-5-oxopentanoate